ClC1=C(CC=2N=C(SC2)N)C=CC=C1 (2-chlorobenzyl)thiazol-2-amine